C(C)(C)(C)C(CO)O 1-t-butyl-1,2-ethylene glycol